C(C)(C)C1=C(C=C(C(=O)NC2=C(C(=CC=C2)CN2CCN(CC2)C)C(F)(F)F)C=C1)CNC=1C=NC=NC1 4-isopropyl-N-(3-((4-methylpiperazin-1-yl)methyl)(trifluoromethyl)phenyl)-3-((pyrimidin-5-ylamino)methyl)benzamide